1-(4-hydroxyphenyl)-3-aminobutane OC1=CC=C(C=C1)CCC(C)N